CC(=O)N(CCC[C@H]1C(=O)N[C@H](C(=O)N[C@H](C(=O)NCC(=O)NCC(=O)NCC(=O)N1)CCCN(C(=O)C)O)CCCN(C(=O)C)O)O The molecule is a homodetic cyclic peptide composed from two units of three glycyl and three N(5)-acetyl-N(5)-hydroxy-L-ornithyl residues. It has a role as a siderophore. It is a homodetic cyclic peptide and a macrocycle.